1-((4,4-difluorocyclohexyl)methyl)-3-methyl-N-(6-(methylsulfonyl)pyridazin-4-yl)-4-(trifluoromethyl)-1H-pyrazole-5-carboxamide FC1(CCC(CC1)CN1N=C(C(=C1C(=O)NC1=CN=NC(=C1)S(=O)(=O)C)C(F)(F)F)C)F